OC1(C(CCC1)N1C(C(=CC2=C1N=C(N=C2)NC2(CCN(CC2)S(=O)(=O)C)[2H])C([2H])([2H])[2H])=O)C (±)-8-(2-hydroxy-2-methylcyclopentyl)-6-(methyl-d3)-2-((1-(methylsulfonyl)piperidin-4-yl-4-d)-amino)pyrido[2,3-d]pyrimidin-7(8H)-one